CN(C(=O)C=1C=C(C=CC1O)NC(=O)C=1OC2=C(C1)C(=CC=C2)C=2C=C1C(=NC2)NC=C1)C N-(3-(dimethylcarbamoyl)-4-hydroxyphenyl)-4-(1H-pyrrolo[2,3-b]pyridin-5-yl)benzofuran-2-carboxamide